OCC1CC=C(CC1)N1N=CC(=C1)C(=O)OC(C)(C)C tert-butyl 1-[4-(hydroxymethyl)cyclohexen-1-yl]pyrazole-4-carboxylate